2-(tert-butylamino)-1-(2-methoxyphenyl)ethanol C(C)(C)(C)NCC(O)C1=C(C=CC=C1)OC